Br.C(CCCCCC)(=O)NC1=CC2=NC3=C(C=CC=C3C2=CC=C1)CNC(C)C 7-(heptanoyl)amino-4-(isopropyl)aminomethylcyclohepta[7,6-b]indole hydrobromide